6-fluoro-3-(5-methylpyridin-2-yl)-3,4-dihydroquinazolin FC=1C=C2CN(C=NC2=CC1)C1=NC=C(C=C1)C